N-[(4S)-3,4-dihydro-2H-1-benzopyran-4-yl]-8-isopropyl-2-methyl-3-(piperidin-1-yl)imidazo[1,2-b]pyridazine-7-carboxamide O1CC[C@@H](C2=C1C=CC=C2)NC(=O)C2=C(C=1N(N=C2)C(=C(N1)C)N1CCCCC1)C(C)C